FC(C1=NN(C=C1S(=O)(=O)[C@](C)(F)C1CCN(CC1)C(=O)OC(C)(C)C)C)F tert-Butyl (S)-4-(1-((3-(difluoromethyl)-1-methyl-1H-pyrazol-4-yl)sulfonyl)-1-fluoroethyl)piperidine-1-carboxylate